FC(C1CN(CC12CN(C2)C(=O)OC(C)(C)C)C(=O)OCC2=CC=CC=C2)F 6-benzyl 2-(tert-butyl) 8-(difluoromethyl)-2,6-diazaspiro[3.4]octane-2,6-dicarboxylate